tert-butyl ((1S,2S)-2-hydroxycyclohexyl)carbamate O[C@@H]1[C@H](CCCC1)NC(OC(C)(C)C)=O